F[B-](F)(F)F.[Mg+2].F[B-](F)(F)F magnesium tetrafluoroborate